C1(=CC=CC=C1)C1=C(C=C(C=C1)C1=CC=CC=C1)C1=C2C3=CC=CC4=C(C=C(C(C=5C=CC(=C(C=C1)C25)I)=C43)C4=CC=CC=C4)I 7-([1,1':4',1''-terphenyl]-2'-yl)-3,10-diiodo-1-phenylperylene